C(=O)(OC(C)(C)C)N1CC2(C1)CC(C2)C(=O)O 2-Boc-2-azaspiro[3.3]heptane-6-carboxylic acid